N[C@@H](C(=O)O)CC(=O)C1=C(C=CC(=C1)CC)N (R)-2-amino-4-(2-amino-5-ethylphenyl)-4-oxobutanoic acid